FC(C(=O)O)(F)F.ClC1=C(C(=O)N2CCC(CC2)C(=O)OCC2NCCNC2)C=CC(=C1)NC=1C=2N(C=CN1)C(=CN2)C2=C(C(=C(C=C2)OCC#N)F)F piperazin-2-ylmethyl 1-[2-chloro-4-[[3-[4-(cyanomethoxy)-2,3-difluorophenyl]imidazo[1,2-a]pyrazin-8-yl]amino]benzoyl]piperidine-4-carboxylate trifluoroacetate